OC(CNC1=C(C=CC=C1)SC)C1=NNC(N1)=S 3-[1-hydroxy-2-(2-methylthiophenylamino)ethyl]-1H-1,2,4-triazole-5(4H)-thione